C1(CC1)C=1C=CC(=NC1CC1=CC=C(C=C1)F)C(NC(C(NCCOCCOCCNC(OC(C)(C)C)=O)=O)(CC)CC)=O Tert-butyl (1-(5-cyclopropyl-6-(4-fluorobenzyl)pyridin-2-yl)-3,3-diethyl-1,4-dioxo-8,11-dioxa-2,5-diazatridecan-13-yl)carbamate